C1(CC1)C=1NC(=NN1)CC12CC(C1)(C2)C2CN(C2)C(=O)OC(C)(C)C tert-butyl 3-[3-[(5-cyclopropyl-4H-1,2,4-triazol-3-yl)methyl]-1-bicyclo[1.1.1]pentanyl]azetidine-1-carboxylate